BrC1=CC(=C2N=CC(=NC2=C1)Cl)F 7-bromo-2-chloro-5-fluoroquinoxaline